FC(N1N=CC(=C1)C1=NN2C(=NC3=C(C=CC=C3C2=N1)C#N)N[C@H]1C(NCCCC1)=O)F 2-[1-(Difluoromethyl)-1H-pyrazol-4-yl]-5-{[(3R)-2-oxoazepan-3-yl]amino}[1,2,4]triazolo[1,5-c]quinazoline-7-carbonitrile